t-hexylperoxy isopropyl monocarbonate C(OOOC(C)(C)CCC)(OC(C)C)=O